[SH3+].C1(=CC=CC=C1)C=1C(=CC=CC1)C1=CC=CC=C1 terphenyl sulfonium